Cl.C12CC(CC(CCC1)N2)N(C=2SC1=C(C=NC(=C1)C1=CC3=CN(N=C3C(=C1)OC)C)N2)C N-(9-azabicyclo[3.3.1]non-3-yl)-6-(7-methoxy-2-methyl-2H-indazol-5-yl)-N-methyl[1,3]thiazolo[4,5-c]pyridin-2-amine hydrochloride